N[C@H](C(=O)N1[C@@H]([C@H]2C([C@H]2C1)(C)C)C(=O)OCC1=CC=CC=C1)CC(C)(C)C benzyl (1R,2S,5S)-3-[(2S)-2-amino-4,4-dimethyl-pentanoyl]-6,6-dimethyl-3-azabicyclo[3.1.0]hexane-2-carboxylate